2-(4-cyclobutyl-1H-pyrazol-1-yl)-5-nitrobenzoic acid methyl ester COC(C1=C(C=CC(=C1)[N+](=O)[O-])N1N=CC(=C1)C1CCC1)=O